NC=1C=2N(C3=C(N1)C=NC(=C3)C(=O)N3[C@@H]1[C@H](C[C@H](C3)C)OC3=C1C=CC(=C3F)C(F)(F)F)C=NC2 (4-aminoimidazo[1,5-a]pyrido[3,4-e]pyrazin-8-yl)((3R,4aS,9bS)-6-fluoro-3-methyl-7-(trifluoromethyl)-3,4,4a,9b-tetrahydrobenzofuro[3,2-b]pyridin-1(2H)-yl)methanone